C1(CCCC1)S(=O)(=O)C(=[N+]=[N-])S(=O)(=O)C1=CC=C(C=C1)OC(F)(F)F cyclopentylsulfonyl-(4-trifluoromethoxyphenylsulfonyl)diazomethane